N-(4-tert-butylbenzothien-1-yl)-4-tert-butylphenylamine C(C)(C)(C)C1=CC=CC2=C1C=CS2NC2=CC=C(C=C2)C(C)(C)C